6-(4-chlorophenyl)-2-(5-fluoropyridin-3-yl)-N-[(2R)-1-hydroxyprop-2-yl]-3-oxo-2,3-dihydropyridazine-4-carboxamide ClC1=CC=C(C=C1)C=1C=C(C(N(N1)C=1C=NC=C(C1)F)=O)C(=O)N[C@@H](CO)C